C(C)(=O)OC[C@@H]1CCOC(O1)(C)C (4R,6S)-6-[acetoxymethyl]-2,2-dimethyl-1,3-dioxane